C1(CCCC1)N1N=CC=2C1=NC(=NC2NC=2N=CN(C2)C2=CC(=C(C(=C2)OC)OC)OC)C(C)C 1-cyclopentyl-6-isopropyl-N-(1-(3,4,5-trimethoxyphenyl)-1H-imidazol-4-yl)-1H-pyrazolo[3,4-d]pyrimidin-4-amine